O=C1N(CCN2[C@@H]1CN(CC2)C#N)CC(C)OC2=CC=CC=C2 (9aR)-9-oxo-8-(2-phenoxypropyl)octahydro-2H-pyrazino[1,2-a]pyrazine-2-carbonitrile